CN(C(=O)NC1=NC=NC(=C1)C(F)(F)F)C1CC2(CN(C2)C(=O)C=2C=NN3C2C=NC=C3)C1 1-methyl-1-(2-(pyrazolo[1,5-a]pyrazine-3-carbonyl)-2-azaspiro[3.3]heptan-6-yl)-3-(6-(trifluoromethyl)pyrimidin-4-yl)urea